C(CNCCO)NCCO 2,2'-(ethylenebisimino)bisethanol